C(C)(=O)C1=C(C=CC=C1)NC(C1=NC=CC=C1)=O N-(2-acetylphenyl)picolinic acid amide